C[C@@H]1N(CCC1)CC1=CC=2C=NC(=CC2N1COCC[Si](C)(C)C)NC(=O)C=1C=CC2=CC(NC=C2C1)=O N-(2-[[(2S)-2-methylpyrrolidin-1-yl]methyl]-1-[[2-(trimethylsilyl)ethoxy]methyl]pyrrolo[3,2-c]pyridin-6-yl)-3-oxo-2H-isoquinoline-7-carboxamide